phenyl-(2,4,6-trimethylbenzoyl)phosphoric acid lithium salt [Li+].C1(=CC=CC=C1)OP(OC(C1=C(C=C(C=C1C)C)C)=O)([O-])=O